Cyclopentanecarboxylic acid [2-(2-ethoxy-6-methoxybenzoimidazol-1-yl)ethyl]amide C(C)OC1=NC2=C(N1CCNC(=O)C1CCCC1)C=C(C=C2)OC